C(CCC)(=O)NC1=NC=CC(=C1)CN1C2CN(CC1CC2)C=2C=CC(=NC2F)C(=O)NC 5-(8-((2-butyramidopyridin-4-yl)methyl)-3,8-diazabicyclo[3.2.1]octan-3-yl)-6-fluoro-N-methylpicolinamide